methoxy-4-trifluoromethyl-1,1'-biphenyl COC1=C(C=CC(=C1)C(F)(F)F)C1=CC=CC=C1